C(C)(=O)C1=CN(C2=C(C=C(C=C12)C=1C=NC=2N(C1)N=C(C2)C)C)CC(=O)N2[C@@H]([C@@H]1C[C@@H]1C2)C(=O)NC2=NC(=CC=C2C)Br (1R,2S,5S)-3-(2-(3-acetyl-7-methyl-5-(2-methylpyrazolo[1,5-a]pyrimidin-6-yl)-1H-indol-1-yl)acetyl)-N-(6-bromo-3-methylpyridin-2-yl)-3-azabicyclo[3.1.0]hexane-2-carboxamide